FC1=CC(=C2C(C(CCC2=C1C)CO)=O)NC(C)=O N-[7-fluoro-3-(hydroxymethyl)-8-methyl-4-oxo-tetralin-5-yl]acetamide